(R)-N-(2-(4-cyanothiazolidin-3-yl)-2-oxoethyl)-6-(1-(3-fluoropyridin-2-yl)-cyclopropyl)-quinoline-4-carboxamide C(#N)[C@H]1N(CSC1)C(CNC(=O)C1=CC=NC2=CC=C(C=C12)C1(CC1)C1=NC=CC=C1F)=O